FC(C=1C=C(C=C(C1)C(F)(F)F)[C@@H](C)OC[C@@]1(NC[C@@]2(C(NC(N2)=O)=O)CC1)C1=CC=CC=C1)(F)F (5R,8S)-8-[[(1R)-1-[3,5-bis(trifluoromethyl)phenyl]ethoxy]methyl]-8-phenyl-1,3,7-triazaspiro[4.5]decane-2,4-dione